ClC1=C(C(=O)OC)C=C(C=C1)S(N[C@@H]([C@H](C)C1=C2CCCC2=CC=C1)C=1OC(NN1)=S)(=O)=O methyl 2-chloro-5-(N-((1S,2R)-2-(2,3-dihydro-1H-inden-4-yl)-1-(5-thioxo-4,5-dihydro-1,3,4-oxadiazol-2-yl)propyl)sulfamoyl)benzoate